FC1=CC=C(C=C1)C1=CC=2C(=NC=C(C2)C2=CC(=NC=C2)C(=O)NCC(F)(F)F)N1 4-(2-(4-Fluorophenyl)-1H-pyrrolo[2,3-b]pyridin-5-yl)-N-(2,2,2-trifluoroethyl)picolin-amide